2-Fluoro-6-nitro-benzonitrile FC1=C(C#N)C(=CC=C1)[N+](=O)[O-]